CC1NC(CC(C1)C1=C2N=CC(NC2=CC=C1)=O)C 5-(2,6-dimethyl-piperidin-4-yl)-oxoquinoxaline